(S)-3-amino-6-(5-(1,1-difluoro-2,3-dihydroxypropan-2-yl)-2-methylphenyl)-N-isopropylpyrazine-2-carboxamide NC=1C(=NC(=CN1)C1=C(C=CC(=C1)[C@@](C(F)F)(CO)O)C)C(=O)NC(C)C